7-(2-(2-Fluoro-5-methylphenyl)pyridin-3-yl)-[1,2,4]triazolo[1,5-a]pyridine FC1=C(C=C(C=C1)C)C1=NC=CC=C1C1=CC=2N(C=C1)N=CN2